D-(-)-fructofuranose OCC1(O)[C@@H](O)[C@H](O)[C@H](O1)CO